COC1(CCOCC1)C(=O)N1CC=2C(=NC=3N(C2C1)C(=CN3)C)N[C@H](C)C3=C(C(=CC=C3)C(F)(F)F)C (R)-(4-Methoxytetrahydro-2H-pyran-4-yl)(8-methyl-4-((1-(2-methyl-3-(trifluoromethyl)phenyl)ethyl)amino)-1,3-dihydro-2H-imidazo[1,2-a]pyrrolo[3,4-e]pyrimidin-2-yl)methanone